C(C)(C)(C)[S@@](=O)\N=C\1/C2=CC=CC(=C2CC12CCN(CC2)C(=O)OC(C)(C)C)F tert-butyl (1Z)-1-[(R)-tert-butylsulfinyl]imino-4-fluoro-spiro[indane-2,4'-piperidine]-1'-carboxylate